ClC=1C=C(C=2CCC(C2C1)O)S(=O)(=O)NC1=C(C(=C(C=C1)F)C=1C(=C2C=NC(=NC2=CC1)NC1CCN(CC1)C)F)F 6-chloro-N-(2,4-difluoro-3-(5-fluoro-2-((1-methylpiperidin-4-yl)amino)quinazolin-6-yl)phenyl)-1-hydroxy-2,3-dihydro-1H-indene-4-sulfonamide